isoindolyl-carboxylic acid fluorine [F].C=1(NC=C2C=CC=CC12)C(=O)O